(3S)-N-[4-methyl-3-[2-(1-methylpyrazol-4-yl)-6-(morpholin-4-yl)pyridin-4-yl]phenyl]-3-(2,2,2-trifluoroethyl)pyrrolidine-1-carboxamide CC1=C(C=C(C=C1)NC(=O)N1C[C@@H](CC1)CC(F)(F)F)C1=CC(=NC(=C1)N1CCOCC1)C=1C=NN(C1)C